C(C1=CN=CC=C1)(=O)OC1=C(C(=CC(=C1)Cl)C=NC1=CC(=CC(=C1)Cl)Cl)O 5-chloro-3-((3,5-dichlorophenylimino)-methyl)-2-hydroxyphenyl nicotinate